(R)-5-(4-(2-bromoacetyl)-3-fluorophenyl)pyrrolidin-2-one BrCC(=O)C1=C(C=C(C=C1)[C@H]1CCC(N1)=O)F